C(C)OC(CC(=O)C1CC(C1)(C)C)=O 3-(3,3-Dimethylcyclobutyl)-3-oxo-propionic acid ethyl ester